8-fluoro-5-(4,4,5,5-tetramethyl-1,3,2-dioxaborolan-2-yl)quinoline FC=1C=CC(=C2C=CC=NC12)B1OC(C(O1)(C)C)(C)C